5-(3-fluorophenyl)-N5-methyl-[1,2,4]triazolo[4,3-a]quinazoline-5,8-diamine FC=1C=C(C=CC1)C1(N=C2N(C3=CC(=CC=C13)N)CN=N2)NC